4-[4-[(1R)-3-(4-hydroxy-1-piperidyl)-1-[[(7S)-7-tert-butyl-5,6,7,8-tetrahydrothiazolo[5,4-b]quinoline-2-carbonyl]amino]propyl]phenyl]thiophene-2-carboxylic acid OC1CCN(CC1)CC[C@@H](NC(=O)C=1SC2=NC=3CC[C@@H](CC3C=C2N1)C(C)(C)C)C1=CC=C(C=C1)C=1C=C(SC1)C(=O)O